N1C=CC=2C1=NC=C(C2)C=2C=NN1C2C=C(C=C1)C(=O)N1CCNCC1 (3-(1H-pyrrolo[2,3-b]pyridin-5-yl)pyrazolo[1,5-a]pyridin-5-yl)(piperazin-1-yl)methanone